C(C)(=O)O[C@@H]1[C@H](OC([C@@H]([C@H]1OC(C)=O)OC(C)=O)=O)COC(C)=O (2r,3r,4s,5r)-2-(acetoxymethyl)-6-oxotetrahydro-2H-pyran-3,4,5-tri-yl triacetate